C(C=C)(=O)N1[C@H](CN(CC1)C1=NC(=NC2=CC(=CC=C12)C1=CN=CC2=CC=CC(=C12)Cl)OCC12CCCN2CCC1)CC#N (S)-2-(1-acryloyl-4-(7-(5-chloroisoquinolin-4-yl)-2-((tetrahydro-1H-pyrrolizin-7a(5H)-yl)methoxy)quinazolin-4-yl)piperazin-2-yl)acetonitrile